CCCCCC(C)C(=O)N Heptane-6-carboxamide